4-(2-(benzamido(carboxy)methyl)phenyl)butanoic acid C(C1=CC=CC=C1)(=O)NC(C1=C(C=CC=C1)CCCC(=O)O)C(=O)O